1-((2-aminopyrimidin-5-yl)methyl)piperidin NC1=NC=C(C=N1)CN1CCCCC1